C(CO)(=O)NC(=O)N N-glycolylurea